C(C1=CC=CC=C1)N1C(C(NC2=CC=CC(=C12)F)=O)C(F)F 4-benzyl-3-(difluoromethyl)-5-fluoro-3,4-dihydroquinoxalin-2(1H)-one